pentadecan-15-lactone C1(CCCCCCCCCCCCCCO1)=O